FC1(CNC(NC1)=O)F 5,5-difluoro-2-oxotetrahydropyrimidin